tert-butyl 4-(bis(2,2-difluorobenzo[d][1,3]dioxol-5-yl)methyl)piperazine-1-carboxylate FC1(OC2=C(O1)C=CC(=C2)C(N2CCN(CC2)C(=O)OC(C)(C)C)C2=CC1=C(OC(O1)(F)F)C=C2)F